3-((3-(3-chlorophenyl)-1-isopropyl-1H-indazol-5-yl)amino)propionic acid ClC=1C=C(C=CC1)C1=NN(C2=CC=C(C=C12)NCCC(=O)O)C(C)C